stigmasta-7,24(28)-dien CC=C(CC[C@@H](C)[C@H]1CC[C@H]2C3=CCC4CCCC[C@]4(C)[C@H]3CC[C@]12C)C(C)C